CO[C@@H]1CO[C@H]2[C@@H]1OC[C@H]2OC2=CC=C(C=C2)C=2N(C(C(=CN2)NCCCC2=CC=CC=C2)=O)CC(=O)OC(C)(C)C tert-butyl 2-(2-(4-(((3R,3aR,6R,6aR)-6-methoxyhexahydrofuro[3,2-b]furan-3-yl)oxy)phenyl)-6-oxo-5-((3-phenylpropyl)amino)pyrimidin-1(6H)-yl)acetate